3-(1-(4-(4-(trifluoromethoxy)phenoxy)-3-(trifluoromethyl)pyridin-2-yl)piperidin-4-yl)thiourea FC(OC1=CC=C(OC2=C(C(=NC=C2)N2CCC(CC2)NC(N)=S)C(F)(F)F)C=C1)(F)F